2-(piperidin-3-yl)-5-(2-(trifluoromethyl)pyridin-4-yl)-1,3,4-thiadiazole N1CC(CCC1)C=1SC(=NN1)C1=CC(=NC=C1)C(F)(F)F